CN=C=S (-)-methyl isothiocyanate